C(C(=C)C)(=O)OCCC[SiH2]OCC 3-methacryloxypropyl-ethoxysilane